FC1([C@H](C1)C(=O)C1=NC=NN1)F (R)-(2,2-difluorocyclopropyl)(1H-1,2,4-triazol-5-yl)methanone